FCC1OC(C(C1O)O)CO (fluoromethyl)-3,4-dihydroxy-5-(hydroxymethyl)tetrahydrofuran